4-{5-bromo-3-[(3,5-difluorophenyl)methoxy]pyridin-2-yl}-N-(3-methanesulfonamidophenyl)-5-methylthiophene-2-carboxamide BrC=1C=C(C(=NC1)C=1C=C(SC1C)C(=O)NC1=CC(=CC=C1)NS(=O)(=O)C)OCC1=CC(=CC(=C1)F)F